4-(diphenylamino)benzaldehyde diphenyl hydrazone C1(=CC=CC=C1)N(N=CC1=CC=C(C=C1)N(C1=CC=CC=C1)C1=CC=CC=C1)C1=CC=CC=C1